C(C1=CC=CC=C1)OC1=CC(=NC2=CC=NC(=C12)C(CO)O)C1=C(C=C(C=C1C)C(C)(C)C)OC1=C(C=C(C=C1)F)OC 1-[4-benzyloxy-2-[4-tert-butyl-2-(4-fluoro-2-methoxy-phenoxy)-6-methyl-phenyl]-1,6-naphthyridin-5-yl]ethane-1,2-diol